O=C1N(CC2=CC(=CC=C12)C=1C=CC2=C(NCCCC2)N1)C1CNCCC1 3-(1-oxo-5-{5H,6H,7H,8H,9H-pyrido[2,3-b]azepin-2-yl}-2,3-dihydro-1H-isoindol-2-yl)piperidine